FC=1C(=C(C=CC1F)N1CN(C(C2=C1C=NC(=C2)C(F)(F)F)=O)C2=C(NC(C=C2)=O)C)C 1-(3,4-difluoro-2-methylphenyl)-3-(2-methyl-6-oxo-1,6-dihydropyridin-3-yl)-6-(trifluoro-methyl)-2,3-dihydro-pyrido[3,4-d]pyrimidin-4(1H)-one